C12C(C(CCC1)CC[SiH2]CCCCCCC)O2 2-(3-epoxycyclohexyl)ethylheptylsilane